6-[2'-(4-fluorophenyl)-4',5'-dihydro-spiro[1,3-dioxolane-2,6'-pyrazolo[1,5-a]pyrimidin]-3'-yl]-2-(2-methylphenyl)pyridazin-3(2H)-one FC1=CC=C(C=C1)C1=NN2C(NCC3(C2)OCCO3)=C1C=1C=CC(N(N1)C1=C(C=CC=C1)C)=O